C(C)C(C(=O)N)(C(O)(C(=O)O)CC(=O)O)CC diethylcitric acid amide